FC1=C(OC2CCC3(CN(C3)C(=O)N3C[C@H](CC3)C(=O)N)CC2)C=CC(=C1)C(F)(F)F (3S)-1-[7-[2-Fluoro-4-(trifluoromethyl)phenoxy]-2-azaspiro[3.5]nonane-2-carbonyl]pyrrolidine-3-carboxamide